C(C=C)(=O)O.C(C=C)(=O)O.CC(CC=O)CC=O 3-methyl-1,5-pentanedial diacrylate